(R)-1-(4-(trifluoromethoxy)phenyl)pyrrolin FC(OC1=CC=C(C=C1)N1C=CCC1)(F)F